2,3,4,5-tetra(9H-carbazol-9-yl)-6-(4,6-diphenyl-1,3,5-triazin-2-yl)benzonitrile C1=CC=CC=2C3=CC=CC=C3N(C12)C1=C(C#N)C(=C(C(=C1N1C2=CC=CC=C2C=2C=CC=CC12)N1C2=CC=CC=C2C=2C=CC=CC12)N1C2=CC=CC=C2C=2C=CC=CC12)C1=NC(=NC(=N1)C1=CC=CC=C1)C1=CC=CC=C1